CN1C[C@H](OCC1)CO (S)-4-methyl-2-hydroxymethylmorpholine